1,2-Bis(4-aminophenoxy)ethane oleyl-trifluoroacetate C(CCCCCCC\C=C/CCCCCCCC)OC(C(F)(F)F)=O.NC1=CC=C(OCCOC2=CC=C(C=C2)N)C=C1